4-fluorophenyl-boranediol FC1=CC=C(C=C1)B(O)O